methyl 2-bromo-4-(4-((2-(4-chlorophenyl)-4,4-dimethylcyclohex-1-enyl) methyl)piperazin-1-yl)benzoate BrC1=C(C(=O)OC)C=CC(=C1)N1CCN(CC1)CC1=C(CC(CC1)(C)C)C1=CC=C(C=C1)Cl